OC(C=O)CC=O 2-hydroxy-1,4-butanedial